N-(2-chloro-4-(trifluoromethyl)phenyl)-2-(6-ethyl-2-(hydroxymethyl)-8-oxo-7-(piperazin-1-yl)pyrido[2,3-b]pyrazin-5(8H)-yl)acetamide trifluoroacetate FC(C(=O)O)(F)F.ClC1=C(C=CC(=C1)C(F)(F)F)NC(CN1C(=C(C(C=2C1=NC=C(N2)CO)=O)N2CCNCC2)CC)=O